2-[4-[(1-hydroxycyclobutyl)methylamino]pyrido[3,4-d]pyridazin-1-yl]-5-(trifluoromethyl)phenol OC1(CCC1)CNC=1N=NC(=C2C1C=NC=C2)C2=C(C=C(C=C2)C(F)(F)F)O